tert-butyl (3aR,6aS)-5-oxohexahydro-cyclopenta[c]pyrrole-2(1H)-carboxylate O=C1C[C@@H]2[C@@H](CN(C2)C(=O)OC(C)(C)C)C1